P(O)(=O)(OP(=O)(O)OP(=O)(O)O)OC[C@@H]1[C@H](C[C@@H](O1)N1C=NC=2C(N)=NC=NC12)N=[N+]=[N-] 3'-Azido-2',3'-Dideoxyadenosine-5'-Triphosphate